(S)-hydroxyperoxydocosatetraenoic acid OC(C(=O)OO)=CC=CC=CC=CCCCCCCCCCCCCC